Cl.Cl.N[C@H](C(=O)OC(C(=O)N(C)C)C)CC1=CC(=CC=C1)S(=O)(=O)N1CC(C1)(OC=1C=NC(=CC1)C)C1=CC=C(C=C1)F 1-(Dimethylamino)-1-oxopropan-2-yl (2S)-2-amino-3-[3-({3-(4-fluorophenyl)-3-[(6-methylpyridin-3-yl)oxy]azetidin-1-yl}sulfonyl)phenyl]propanoate dihydrochloride